FSC1=C(C=CC(=C1)SF)C1=CC=C2CCC(C2=C1)=O 6-(2,4-difluorothio-phenyl)-1-indanone